ClC1=CC2=C(C=N1)N=C(N2)C=2C=C(C=CC2)NC2=CC=C(C=N2)C2=NC=CC=C2 N-(3-(6-chloro-1H-imidazo[4,5-c]pyridin-2-yl)phenyl)-[2,3'-bipyridin]-6'-amine